(R)-1-(3-bromo-5-(1,1-difluoroethyl)phenyl)ethan-1-amine BrC=1C=C(C=C(C1)C(C)(F)F)[C@@H](C)N